1-(3-chlorobenzyl)-1,2,3,4-tetrahydroquinoxalin ClC=1C=C(CN2CCNC3=CC=CC=C23)C=CC1